C1(=CC=CC=C1)CS(=O)(=O)OC1=C(O[C@@](C1=O)([2H])C1=CC2=C(OC(O2)(F)F)C=C1)N (S)-2-amino-5-(2,2-difluorobenzo[d][1,3]dioxol-5-yl)-4-oxo-4,5-dihydrofuran-3-yl-5-d phenylmethanesulfonate